2-(4-(tert-butoxycarbonyl)piperazin-1-yl)-5-isopropoxybenzo[d]thiazole-6-carboxylic acid C(C)(C)(C)OC(=O)N1CCN(CC1)C=1SC2=C(N1)C=C(C(=C2)C(=O)O)OC(C)C